ClC1=CC=2N(N=C1C)C(=CN2)C2=C1C=CC(=NC1=NC=C2)N2N=CC(=N2)C 5-(7-chloro-6-methylimidazo[1,2-b]pyridazin-3-yl)-2-(4-methyl-2H-1,2,3-triazol-2-yl)-1,8-naphthyridine